NC=1C(=C2CCC(C2=CC1F)NC([C@H](C)NC(=O)[C@@H]1NC[C@H](C1)CC1=CC=CC=C1)=O)F (2R,4S)-N-((2S)-1-((5-amino-4,6-difluoro-2,3-dihydro-1H-inden-1-yl)amino)-1-oxopropan-2-yl)-4-benzylpyrrolidine-2-carboxamide